methyl 5-[(2,6-difluoro-4-pyridyl)-[4-[(2,2-dimethyl cyclobutyl)carbamoyl]-5-methyl-thiazol-2-yl] amino]-5-oxo-pentanoate FC1=NC(=CC(=C1)N(C(CCCC(=O)OC)=O)C=1SC(=C(N1)C(NC1C(CC1)(C)C)=O)C)F